C1(CCCCC1)[C@@H](C(=O)NC1=CC=C(C=C1)C=1C(=NNC1C)C)NC(=O)C=1N(C=NC1C)C N-[(1S)-1-cyclohexyl-2-[4-(3,5-dimethyl-1H-pyrazol-4-yl)anilino]-2-oxo-ethyl]-3,5-dimethyl-imidazole-4-carboxamide